CC1=C(C=2N(C=C1C1=C(C=3N=C(SC3N1)C1CCC(CC1)NC1COC1)C(C)C)N=CN2)C N-(4-(5-(7,8-dimethyl-[1,2,4]triazolo[1,5-a]pyridin-6-yl)-6-isopropyl-4H-pyrrolo[3,2-d]thiazol-2-yl)cyclohexyl)oxetan-3-amine